3-((2-Amino-9-((2R,3S,4S,5R)-4-fluoro-3-hydroxy-5-(hydroxymethyl)tetrahydrofuran-2-yl)-8-oxo-8,9-dihydro-7H-purin-7-yl)methyl)benzonitril NC1=NC=C2N(C(N(C2=N1)[C@@H]1O[C@@H]([C@H]([C@H]1O)F)CO)=O)CC=1C=C(C#N)C=CC1